C(C)(C)(C)OC(NS(NCC1=CC(=CC=C1)C1=NNC(C2=CC=CC=C12)=O)(=O)=O)=O (N-(3-(4-oxo-3,4-dihydro-phthalazin-1-yl)benzyl)sulfamoyl)carbamic acid tert-butyl ester